BrC=1C(=C(C=CC1F)CC(C(=O)O)(F)F)F 3-bromo-α,α,2,4-tetrafluoro-phenylpropionic acid